CN(C1=C(C(=NC=2N1N=CN2)C)CC2CN(C2)S(=O)(=O)N)C 3-((7-(dimethylamino)-5-methyl-[1,2,4]triazolo[1,5-a]pyrimidin-6-yl)methyl)azetidine-1-sulfonamide